N-(4-{4-cyano-2-[(3,3-difluoro-1-azetidinyl)carbonyl]-6-fluorophenyl}-6-isopropoxy-2-pyridyl)-1-cyclopropyl-5-{[(S)-2-methoxypropylamino]methyl}-2-oxo-1,2-dihydronicotinamide C(#N)C1=CC(=C(C(=C1)F)C1=CC(=NC(=C1)OC(C)C)NC(C=1C(N(C=C(C1)CNC[C@H](C)OC)C1CC1)=O)=O)C(=O)N1CC(C1)(F)F